Butyl-4-hydroxy-5-n-propyl-3-isopropyl-pyrazol C(CCC)N1N=C(C(=C1CCC)O)C(C)C